((2'-(3-phenylazetidin-1-yl)-[2,4'-bipyrimidin]-4-yl)ethynyl)-1H-indazole trifluoroacetate FC(C(=O)O)(F)F.C1(=CC=CC=C1)C1CN(C1)C1=NC=CC(=N1)C1=NC=CC(=N1)C#CN1N=CC2=CC=CC=C12